tert-butyl N-[4-[4-[1-(2,6-dioxo-3-piperidyl)-3-methyl-2-oxo-benzimidazol-5-yl] piperidine-1-carbonyl]cyclohexyl]carbamate O=C1NC(CCC1N1C(N(C2=C1C=CC(=C2)C2CCN(CC2)C(=O)C2CCC(CC2)NC(OC(C)(C)C)=O)C)=O)=O